2,4-dichloro-6-cyclobutylpyrimidine ClC1=NC(=CC(=N1)Cl)C1CCC1